triazolo[4,5-b]pyridinium-2-oxide hexafluorophosphate F[P-](F)(F)(F)(F)F.[NH2+]1[N+](=NC2=NC=CC=C21)[O-]